tert-butyl 5-methyl-2-[4-(methylsulfamoyl)phenyl]Piperidine-1-carboxylate CC1CCC(N(C1)C(=O)OC(C)(C)C)C1=CC=C(C=C1)S(NC)(=O)=O